2-[4-(4-Hydroxypiperidin-1-yl)-6-(4-hydroxyethyl-1-piperidinyl)-pyrimidin-2-ylamino]-4-methyl-thiazole-5-carboxylic acid ethyl ester C(C)OC(=O)C1=C(N=C(S1)NC1=NC(=CC(=N1)N1CCC(CC1)O)N1CCC(CC1)CCO)C